N-(2-(2-azabicyclo[2.2.2]octan-2-yl)ethyl)-6-methyl-5-((1-methyl-6-(pyrimidin-5-ylamino)-1H-pyrazolo[3,4-d]pyrimidin-3-yl)amino)nicotinamide C12N(CC(CC1)CC2)CCNC(C2=CN=C(C(=C2)NC2=NN(C1=NC(=NC=C12)NC=1C=NC=NC1)C)C)=O